2-[(2-amino-3-chloro-4-pyridyl)sulfanyl]-5-[(3S,4S)-4-amino-3-methyl-2-oxa-8-azaspiro[4.5]decan-8-yl]-6-(hydroxymethyl)pyridin-3-ol NC1=NC=CC(=C1Cl)SC1=NC(=C(C=C1O)N1CCC2([C@@H]([C@@H](OC2)C)N)CC1)CO